C(C)OCCOC(C=C)=O.C[Ge](C(CCCCC1=CC=CC=C1)S(=O)(=O)C1=CC=CC=C1)(C1=CC=CC=C1)C dimethyl-(phenyl)(5-phenyl-1-(phenylsulfonyl)pentyl)germane 2-ethoxyethylacrylate